Cl.NCCO\N=C(/C)\C=1C=NN(C1)C1=CC(=CC=C1)Cl (E)-1-(1-(3-chlorophenyl)-1H-pyrazol-4-yl)ethanone O-(2-aminoethyl) oxime hydrochloride